3-{2-[6-Fluoro-1-(1-methylcyclopropyl)-1,3-benzodiazol-5-yl]ethynyl}-1-[(3S,5R)-5-(methoxymethyl)-1-(prop-2-enoyl)pyrrolidin-3-yl]-5-(methylamino)pyrazole-4-carboxamide FC=1C(=CC2=C(N(C=N2)C2(CC2)C)C1)C#CC1=NN(C(=C1C(=O)N)NC)[C@@H]1CN([C@H](C1)COC)C(C=C)=O